5-norbornene-2-yl acrylate C(C=C)(=O)OC1C2C=CC(C1)C2